(S)-5-(2,4-difluorophenyl)-2-(2,2,2-trifluoroethyl)-3,4-dihydro-2H-pyrano[2,3-b]Pyridine-7-carboxylic acid ethyl ester C(C)OC(=O)C1=CC(=C2C(=N1)O[C@@H](CC2)CC(F)(F)F)C2=C(C=C(C=C2)F)F